C(C1=CC=CC=C1)N1CCC(=CC1)C=1C=C2CNC(C2=CC1C1=CC=C(C=C1)F)=O 5-(1-benzyl-1,2,3,6-tetrahydropyridin-4-yl)-6-(4-fluorophenyl)isoindolin-1-one